tetraphenylbismuth 2-(trifluoromethyl)benzenesulfonate FC(C1=C(C=CC=C1)S(=O)(=O)O)(F)F.C1(=CC=CC=C1)[Bi](C1=CC=CC=C1)(C1=CC=CC=C1)C1=CC=CC=C1